N1C=NC2=C1C=CC(=C2)C2=NN=C(O2)C=2C=CC(=C(C#N)C2)F 5-[5-(1H-1,3-benzodiazol-5-yl)-1,3,4-oxadiazol-2-yl]-2-fluorobenzonitrile